CCCCCCCCC(CCCCCCCC)OC(CCC)=O butanoic acid heptadec-9-yl ester